N-(2-((R)-3-((5-cyano-4-((R)-3-(dimethylamino)pyrrolidin-1-yl)pyrimidin-2-yl)amino)piperidin-1-yl)-1-methyl-1H-benzo[d]imidazol-5-yl)acrylamide C(#N)C=1C(=NC(=NC1)N[C@H]1CN(CCC1)C1=NC2=C(N1C)C=CC(=C2)NC(C=C)=O)N2C[C@@H](CC2)N(C)C